N-(6-(7-(ethyl(methyl)amino)-6-fluoro-5-(methylthio)-1H-indazol-4-yl)imidazo[1,2-a]pyridin-2-yl)-2-fluorocyclopropane-1-carboxamide C(C)N(C=1C(=C(C(=C2C=NNC12)C=1C=CC=2N(C1)C=C(N2)NC(=O)C2C(C2)F)SC)F)C